2,4-difluoro-5-hydroxybenzonitrile FC1=C(C#N)C=C(C(=C1)F)O